CC[C@@H]1[C@H](C2=CC3=C(C(=C(N3)C=C4[C@H]([C@@H](C(=N4)C5=C6C(=C(C(=CC1=N2)N6)C)C(=O)[C@@H]5C(=O)OC)CCC(=O)O)C)C)C(=O)C)C bacteriopheophorbide a